tert-butyl ((6-methyl-5-oxo-5,6-dihydro-1,6-naphthyridin-3-yl)methyl)carbamate CN1C(C=2C=C(C=NC2C=C1)CNC(OC(C)(C)C)=O)=O